ethyl (R)-4-(4-((4'-chloro-4-formyl-4-methyl-3,4,5,6-tetrahydro-[1,1'-biphenyl]-2-yl)methyl)piperazin-1-yl)benzoate ClC1=CC=C(C=C1)C1=C(C[C@](CC1)(C)C=O)CN1CCN(CC1)C1=CC=C(C(=O)OCC)C=C1